ClC1=CC(=NC=N1)N(C(OC(C)(C)C)=O)CCN1C(=CC2=C(C=CC(=C12)F)C)C#N Tert-butyl (6-chloropyrimidin-4-yl)(2-(2-cyano-7-fluoro-4-methyl-1H-indol-1-yl)ethyl)carbamate